C(C)OC(=C)C1=CC=C(S1)C(C1CN(CCO1)C(=O)OC(C)(C)C)O tert-butyl 2-((5-(1-ethoxyvinyl)thiophen-2-yl)(hydroxy)methyl)morpholine-4-carboxylate